OC1(COC1)C1=CC=C(C=C1)NC(=O)N1CCN(CC1)CC=1SC2=C(N1)C=CC(=C2)C(F)(F)F N-(4-(3-hydroxyoxetan-3-yl)phenyl)-4-((6-(trifluoromethyl)benzo[d]thiazol-2-yl)methyl)piperazine-1-carboxamide